ClC1=CC=C(C=C1)C(CN1N=C(N=N1)CCl)=O 1-(4-chlorophenyl)-2-[5-(chloromethyl)-2H-1,2,3,4-tetrazol-2-yl]Ethan-1-one